C(C)(C)NC1=CC=C(C=C1)NC1=CC=CC=C1 N-Isopropyl-N'-phenyl-p-Phenylendiamin